1'-((7-ethyl-6-carbonyl-5,6-dihydro-1,5-naphthyridin-3-yl)methyl)-2-fluoro-N-methyl-1',2',3',6'-tetrahydro-[3,4'-bipyridine]-6-carboxamide C(C)C=1C(NC=2C=C(C=NC2C1)CN1CCC(=CC1)C=1C(=NC(=CC1)C(=O)NC)F)=C=O